C[C@]12[C@H](ONOC1)C1=CC(=CC=C1C2)C |r| (4aRS,9bRS)-4a,8-dimethyl-4,4a,5,9b-tetrahydroindeno[1,2-D][1,3]dioxazine